diacetyl-dimethyl-ammonium bromide [Br-].C(C)(=O)[N+](C)(C)C(C)=O